O1CC(C1)N1C(C(NC(C1([2H])[2H])([2H])[2H])([2H])[2H])([2H])[2H] 4-(oxetan-3-yl)(2,2,3,3,5,5,6,6-2H8)piperazine